C(CCCCCCCCCCCCCC)C=[NH+][O-] α-pentadecylnitrone